[I-].C[NH+]1CCC(CC1)C(=O)OC1=C(C=C(C=C1F)F)F 1-methyl-4-((2,4,6-trifluorophenoxy)carbonyl)piperidin-1-ium iodide